6-(4-([1,1'-biphenyl]-4-ylmethyl)-2,5-dibromothiophene-3-carboxamido)spiro[3.3]heptane C1(=CC=C(C=C1)CC=1C(=C(SC1Br)Br)C(=O)NC1CC2(CCC2)C1)C1=CC=CC=C1